4-methoxycinnamic acid-2-ethylhexyl ester (ethylhexyl methoxycinnamate) C(C)C1=C(C(=C(C(=O)O)OC)CCCCCC)C=CC=C1.C(C)C(COC(C=CC1=CC=C(C=C1)OC)=O)CCCC